[Co].[Ni].[Cr] Chromium-Nickel-Cobalt